C(C=C)(=O)OCCCCCCCCCCCCC[Si](C)(C)Cl acryloyloxydodecyl-chlorotrimethylsilane